7-((2S,5R)-2,5-diethyl-4-(1-(4-fluoro-2-(hydroxymethyl)phenyl)ethyl)piperazin-1-yl)-4-methyl-2-(tetrahydro-2H-pyran-2-yl)-2,4-dihydro-5H-pyrazolo[4,3-b]pyridin-5-one C(C)[C@@H]1N(C[C@H](N(C1)C(C)C1=C(C=C(C=C1)F)CO)CC)C=1C=2C(N(C(C1)=O)C)=CN(N2)C2OCCCC2